3H,5H,6H,7H-cyclopenta[d]pyrimidin-4-one N1=CNC(C2=C1CCC2)=O